1,3-dioxoisoindolin-2-yl 2-(tetrahydro-2H-pyran-2-yl)acetate O1C(CCCC1)CC(=O)ON1C(C2=CC=CC=C2C1=O)=O